C(=CC)C1=C(OC=2C(=C(C(=O)C3=CC=CC=C3)C=CC2)OC2=C(C=CC=C2)C=CC)C=CC=C1 bis[2-(1-propenyl)phenoxy]benzophenone